N(=C=S)C1=CC(=CC=C1)OC(F)(F)F 1-isothiocyanato-3-(trifluoromethoxy)benzene